FC(C(O)[C@H](C)[C@H]1CC[C@H]2C3=CCC4C[C@H](CC[C@]4(C)[C@H]3CC[C@]12C)CC(=O)[O-])=C |&1:4| (3S,20RS)-20-(2-fluoro-1-hydroxy-prop-2-enyl)-pregn-7-en-3-ylacetate